COC1=C(CNC=2N=C(C3=C(N2)C=C(C=N3)C=3C=NC(=CC3)CN3CCCC3)N[C@@](CO)(CCCC)C)C=CC(=C1)OC (R)-2-((2-((2,4-Dimethoxybenzyl)amino)-7-(6-(pyrrolidin-1-ylmethyl)pyridin-3-yl)pyrido[3,2-d]pyrimidin-4-yl)amino)-2-methylhexan-1-ol